2,N-dicyclohexyl-2-[2-(4-isopropoxy-phenyl)-benzimidazol-1-yl]-acetamide C1(CCCCC1)C(C(=O)NC1CCCCC1)N1C(=NC2=C1C=CC=C2)C2=CC=C(C=C2)OC(C)C